NC1=C(C=C(C=N1)NC(C(=O)N1[C@H](CN([C@@H](C1)C)C(C(C)C)=O)C1=CC=C(C=C1)F)=O)C1CC1 |r| Racemic-N-(6-amino-5-cyclopropyl-3-pyridyl)-2-[(2S,5R)-2-(4-fluorophenyl)-5-methyl-4-(2-methylpropanoyl)piperazin-1-yl]-2-oxo-acetamide